tert-butyl (S)-5-chloro-1-((1,3-dioxoisoindolin-2-yl)methyl)-7-fluoro-8-hydroxy-3,4-dihydroisoquinoline-2(1H)-carboxylate ClC1=C2CCN([C@@H](C2=C(C(=C1)F)O)CN1C(C2=CC=CC=C2C1=O)=O)C(=O)OC(C)(C)C